C1OCC=2C=NC(=CC21)C(=O)N 3H-furo[3,4-c]Pyridine-6-carboxamide